di-t-butylpentanedioate C(C)(C)(C)OC(CCCC(=O)OC(C)(C)C)=O